tert-butyl 3-(4-bromopyridin-2-yl)morpholine-4-carboxylate BrC1=CC(=NC=C1)C1N(CCOC1)C(=O)OC(C)(C)C